O=C1[C@@H](CN(CCC1)C(=O)OC(C)(C)C)C(=O)OCC |r| (+/-)-1-tert-butyl 3-ethyl 4-oxoazepane-1,3-dicarboxylate